COC(=O)C=1N=NN(C1)C1=CC(=C(C=C1)CN1CC(C1)(F)F)F.FC1(CN(C1)CC1=C(C=C(C=C1)N1N=NC(=C1)C(=O)O)F)F 1-[4-[(3,3-difluoroazetidin-1-yl)methyl]-3-fluorophenyl]-1,2,3-triazole-4-carboxylic acid Methyl-1-[4-[(3,3-difluoroazetidin-1-yl)methyl]-3-fluorophenyl]-1,2,3-triazole-4-carboxylate